C(C)OC(=O)C1=C(N(C=CC1C1=CC=C(C=C1)OC)CC1=CC=C(C=C1)OC)C 4-(4-methoxyphenyl)-1-[(4-methoxyphenyl)methyl]-2-methyl-1,4-dihydropyridine-3-carboxylic acid ethyl ester